OCCN(C1=CC=C(C=O)C=C1)CCO 4-[Bis(2-hydroxyethyl)amino]benzaldehyde